BrC=1C=C2C(=NN(C(C2=CC1)=O)CC(=O)NC1CN(CCOC1)CC)C(C)C 2-(6-bromo-1-oxo-4-prop-2-ylphthalazin-2-yl)-N-(4-ethyl-1,4-oxaazepan-6-yl)acetamide